FC1=C(C(=CC=C1)C)N1CCC(CC1)C1=CC=2C(=NC(=CN2)C)N(C1=O)C1C=2N=CC=NC2CCC1 7-(1-(2-fluoro-6-methylphenyl)piperidin-4-yl)-3-methyl-5-(5,6,7,8-tetrahydroquinoxalin-5-yl)pyrido[2,3-b]pyrazin-6(5H)-one